C(C)C1=CC=C(C=C1)C1=CC=C(C(=O)OC2=CC=C(C(=O)O)C=C2)C=C1 4-[4-(4-ethylphenyl)benzoyloxy]benzoic acid